3-(7-(1-((6-(2-hydroxy-prop-2-yl)pyridin-2-yl)methyl)-1H-1,2,3-triazol-4-yl)-3H-imidazo[4,5-b]pyridin-5-yl)-2-methoxybenzonitrile OC(C)(C)C1=CC=CC(=N1)CN1N=NC(=C1)C1=C2C(=NC(=C1)C=1C(=C(C#N)C=CC1)OC)NC=N2